ClC1=CC=C(C=C1)C(CC1C2=CC=CC=C2C=2N1C(C1=CC=CC=C1C2C2=CC=CC=C2)=O)=O 7-(2-(4-chlorophenyl)-2-oxoethyl)-12-phenylisoindolo[2,1-b]isoquinolin-5(7H)-one